4-((R)-2-azidobut-2-yl)-6-chloro-1-((1s,2R,3R)-2-azidobutyl)-2,7-naphthyridine N(=[N+]=[N-])[C@](C)(CC)C1=CN=C(C2=CN=C(C=C12)Cl)C[C@@H](CC)N=[N+]=[N-]